N=1N=CN2N=C(C=CC21)N2CCN(CC2)C(=O)C=2C=C(CN1C(NC(C3=CC=CC=C13)=O)=O)C=CC2 1-(3-(4-([1,2,4]Triazolo[4,3-b]pyridazin-6-yl)piperazine-1-carbonyl)benzyl)quinazoline-2,4(1H,3H)-dione